COC=1C=CC2=C(C=C(O2)C=2N=C3N(C=CC(=C3)C#N)C2)C1 2-(5-Methoxy-1-benzofuran-2-yl)imidazo[1,2-a]pyridine-7-carbonitrile